4-(7-(6-(diphenylamino)-4,4-bis(4-hexylphenyl)-4H-indeno[1,2-b]thiophen-2-yl)benzo[c][1,2,5]thiadiazol-4-yl)benzaldehyde C1(=CC=CC=C1)N(C=1C=C2C(C3=C(SC(=C3)C3=CC=C(C=4C3=NSN4)C4=CC=C(C=O)C=C4)C2=CC1)(C1=CC=C(C=C1)CCCCCC)C1=CC=C(C=C1)CCCCCC)C1=CC=CC=C1